O=C1N(CCC(N1)=O)N1C(C2=CC=C(C=C2C1=O)CN1CCC(=CC1)C=1C2=C(N=C(N1)C)SC1=C2CCC1)=O 2-(2,4-Dioxotetrahydropyrimidin-1(2H)-yl)-5-((4-(2-methyl-6,7-dihydro-5H-cyclopenta[4,5]thieno[2,3-d]pyrimidin-4-yl)-3,6-dihydropyridin-1(2H)-yl)methyl)isoindoline-1,3-dione